1-(2-((2R,4aS,4bR,6aS,7S,7aS,8aR,8bR,8cR,10aR)-2-hydroxy-2,6a-dimethyloctadecahydrocyclopropa[4,5]cyclopenta[1,2-a]phenanthren-7-yl)-2-oxoethyl)-1H-pyrazole-4-carbonitrile O[C@@]1(CC[C@@H]2[C@H]3CC[C@]4([C@H]([C@@H]3CC[C@@H]2C1)[C@H]1[C@@H]([C@@H]4C(CN4N=CC(=C4)C#N)=O)C1)C)C